(R)-2-amino-2-(4-bromophenyl)-4,4-dimethylpentanoate N[C@](C(=O)[O-])(CC(C)(C)C)C1=CC=C(C=C1)Br